C1(=CC=CC=C1)C1(CCCCC1)OO Phenyl-cyclohexyl hydroperoxide